NC1=C(C=C(C=C1)N1CCN(CC1)C1C2CC3(CC(CC1C3)C2)O)OC 4-(4-(4-amino-3-methoxyphenyl)piperazin-1-yl)adamantan-1-ol